2,4-Diphenyl-6-(4-(10-(pyridin-2-yl)anthracen-9-yl)phenyl)-1,3,5-triazine C1(=CC=CC=C1)C1=NC(=NC(=N1)C1=CC=CC=C1)C1=CC=C(C=C1)C=1C2=CC=CC=C2C(=C2C=CC=CC12)C1=NC=CC=C1